C[C@]12[C@@H](C[C@@H](CC1)C2(C)C)C2=C(C=CC=C2)S(=O)(=O)N [(1R,2R,4R)-1,7,7-trimethylbicyclo[2.2.1]heptan-2-yl]benzenesulfonamide